(E)-1-nitro-4-(4-(2-(2-(2-(prop-2-yn-1-yloxy)ethoxy)-ethoxy)ethoxy)-styryl)benzene [N+](=O)([O-])C1=CC=C(C=C1)\C=C\C1=CC=C(C=C1)OCCOCCOCCOCC#C